N-ethyl-2-(5-fluoro-4-methoxy-1-((2-(trimethylsilyl)ethoxy)methyl)-1H-indazol-3-yl)-N-methylethan-1-amine C(C)N(CCC1=NN(C2=CC=C(C(=C12)OC)F)COCC[Si](C)(C)C)C